FC1(CN(C1)C(=O)C1=CC2=C(CNCC2)N1C)F 3,3-difluoro-1-((1-methyl-4H,5H,6H,7H-pyrrolo(2,3-c)pyridin-2-yl)carbonyl)azetidine